ClC=1C=C(C=C(C1CC1=NNC(C(=C1)C(C([2H])([2H])[2H])C([2H])([2H])[2H])=O)Cl)N1N=C(C(NC1=O)=O)C#N 2-(3,5-dichloro-4-((6-oxo-5-(propan-2-yl-1,1,1,3,3,3-d6)-1,6-dihydropyridazin-3-yl)methyl)phenyl)-3,5-dioxo-2,3,4,5-tetrahydro-1,2,4-triazine-6-carbonitrile